4-hydroxy-N-((R)-2-hydroxy-1-(4-(4-methylpyrimidin-5-yl)phenyl)ethyl)pyrrolidine-2-carboxamide OC1CC(NC1)C(=O)N[C@@H](CO)C1=CC=C(C=C1)C=1C(=NC=NC1)C